C1(=CC=C(C=C1)NC1=CC=C(C=C1)C1=CC=C(C=C1)C1=CC=C(C=C1)N1C2=CC=CC=C2C=2C=CC=CC12)C1=CC=CC=C1 N-(1,1'-biphenyl-4-yl)-4''-(9H-carbazol-9-yl)(1,1':4',1''-terphenyl-4-yl)amine